(2S)-2-[4-(5-{2-[(tert-butyldimethylsilyl)oxy]ethoxy}pyrazine-2-carbonyl)-3,3-dimethylpiperazin-1-yl]-N-[5-(2,4-difluorophenoxy)pyrazin-2-yl]propanamide [Si](C)(C)(C(C)(C)C)OCCOC=1N=CC(=NC1)C(=O)N1C(CN(CC1)[C@H](C(=O)NC1=NC=C(N=C1)OC1=C(C=C(C=C1)F)F)C)(C)C